porphyrin tetrakis(p-toluenesulfonate) CC1=CC=C(C=C1)S(=O)(=O)O.CC1=CC=C(C=C1)S(=O)(=O)O.CC1=CC=C(C=C1)S(=O)(=O)O.CC1=CC=C(C=C1)S(=O)(=O)O.C12=CC=C(N1)C=C1C=CC(=N1)C=C1C=CC(N1)=CC=1C=CC(N1)=C2